2,6-diazaspiro[4.5]decane-2-carboxamide C1N(CCC12NCCCC2)C(=O)N